ClC1=C(C=CC(=C1)Cl)C1N(S(N(C=C1C(=O)OCC)CC1=CC=C(C=C1)C(NO)=O)(=O)=O)C Ethyl 3-(2,4-dichlorophenyl)-6-(4-(hydroxycarbamoyl)benzyl)-2-methyl-3,6-dihydro-2H-1,2,6-thiadiazine-4-carboxylate 1,1-dioxide